3-[4-(2-carbamoylphenyl)phenyl]azetidine-1-carboxylic acid tert-butyl ester C(C)(C)(C)OC(=O)N1CC(C1)C1=CC=C(C=C1)C1=C(C=CC=C1)C(N)=O